FC1=CC=C(C(=O)N2CSCC2C=2N=NN(C2)[C@@H](CC(=O)NO)CC2=CC3=CC=CC=C3C=C2)C=C1 (3R)-3-(4-(3-(4-fluorobenzoyl)thiazolidin-4-yl)-1H-1,2,3-triazol-1-yl)-N-hydroxy-4-(naphthalen-2-yl)butanamide